dinaphtho[2,3-b:2',3'-d]thiophene C1=C2C=C3C(SC4=C3C=C3C=CC=CC3=C4)=CC2=CC=C1